2-(tert-butylamino)-4-(cyclopropylamino)-6-(methylsulfanyl)-1,3,5-triazine C(C)(C)(C)NC1=NC(=NC(=N1)NC1CC1)SC